FC(OC=1N=CC(=NC1)N[C@@H]1C[C@H](CC1)NC(OC(C)(C)C)=O)(F)F tert-butyl ((1S,3S)-3-((5-(trifluoromethoxy)pyrazin-2-yl)amino)cyclopentyl)carbamate